O1CCOC12CCC(CC2)N2C[C@H]1N(C=3C(=NN=C(C3)C3=C(C=CC=C3)O)NC1)CC2 (S)-2-(8-(1,4-dioxaspiro[4.5]decan-8-yl)-6,6a,7,8,9,10-hexahydro-5H-pyrazino[1',2':4,5]pyrazino[2,3-c]pyridazin-2-yl)phenol